5-morpholinoimidazo[1,2-a]pyridine-3-carbonitrile O1CCN(CC1)C1=CC=CC=2N1C(=CN2)C#N